C(C)(C)(C)OC(=O)NC(C)(C)C=1C=CC(=C(OCCOCCOCCOCCOCCOCC(=O)OC(C)(C)C)C1)C tert-butyl 17-(5-(2-((tert-butoxycarbonyl)amino)propan-2-yl)-2-methylphenoxy)-3,6,9,12,15-pentaoxaheptadecanoate